O=C1NC(CCC1N1C(C2=CC=C(C=C2C1)CN(C1CCN(CC1)C(=O)OC(C)(C)C)C([2H])([2H])[2H])=O)=O tert-butyl 4-[[2-(2,6-dioxo-3-piperidyl)-1-oxo-isoindolin-5-yl]methyl-(trideuteriomethyl)amino]piperidine-1-carboxylate